(3S)-3-(5-Methyl-3-furyl)isoxazolidine Tert-butyl-(S)-3-(5-methylfuran-3-yl)isoxazolidine-2-carboxylate C(C)(C)(C)OC(=O)N1OCC[C@H]1C1=COC(=C1)C.CC1=CC(=CO1)[C@H]1NOCC1